N-(2-(methyl(2-oxo-2-((6-(trifluoromethoxy)benzo[d]thiazol-2-yl)amino)ethyl)amino)-2-oxoethyl)benzamide CN(C(CNC(C1=CC=CC=C1)=O)=O)CC(NC=1SC2=C(N1)C=CC(=C2)OC(F)(F)F)=O